FC1=C(C=C(C=C1)\C=C/1\C(N(C(S1)=O)CC1=CC(=CC=C1)OC(F)(F)F)=O)O (5Z)-5-[(4-fluoro-3-hydroxyphenyl)methylidene]-3-{[3-(trifluoromethoxy)phenyl]methyl}-1,3-thiazolidine-2,4-dione